C(C)(CC)OC1=C(C=C(C=C1)C)NC(CCl)=O N-(2-(sec-butoxy)-5-methylphenyl)-2-chloroacetamide